N-ethyl-1-(3-fluorobenzofuran-5-yl)propan-2-amine hydrochloride Cl.C(C)NC(CC=1C=CC2=C(C(=CO2)F)C1)C